(S)-5,6-dihydro-4H-benzo[f][1,2,4]triazolo[4,3-a]azepin-4-amine C1=NN=C2N1C1=C(CC[C@@H]2N)C=CC=C1